ClC1=CC=C(C=C1)C=1C=C(C(N(N1)C=1C=NC=CC1)=O)C(=O)N[C@@H](CO)COC 6-(4-chlorophenyl)-N-[(2S)-1-hydroxy-3-methoxypropan-2-yl]-3-oxo-2-(pyridin-3-yl)-2,3-dihydropyridazine-4-carboxamide